BrC1=C(C=C2C=C(C(=NC2=C1)OC)C(=O)OCC)F ethyl 7-bromo-6-fluoro-2-methoxyquinoline-3-carboxylate